tert-butyl (1S,4S)-5-[4-[3-chloro-4-(1-cyanocyclobutyl)-2-fluoro-anilino]pyrido[3,2-d]pyrimidin-6-yl]-2,5-diazabicyclo[2.2.2]octane-2-carboxylate ClC=1C(=C(NC=2C3=C(N=CN2)C=CC(=N3)N3[C@@H]2CN([C@H](C3)CC2)C(=O)OC(C)(C)C)C=CC1C1(CCC1)C#N)F